bis-chloro-salicylaldehyde ClC=1C(=C(C(C=O)=CC1)O)Cl